(S)-2-((6-(2-(2-Acryloyl-5-oxa-2,8-diazaspiro[3.5]nonan-8-yl)ethyl)-1-methyl-2-oxo-1,2,3,4,5,6-hexahydrobenzo[b][1,4]diazocin-3-yl)amino)-6-methyl-4-(trifluoromethyl)nicotinonitrile C(C=C)(=O)N1CC2(C1)OCCN(C2)CCN2C1=C(N(C([C@H](CC2)NC2=C(C#N)C(=CC(=N2)C)C(F)(F)F)=O)C)C=CC=C1